C(=O)(O)C(O)C(O)C(=O)O.[Cu](Cl)Cl copper(II) chloride tartrate